3-(piperidin-4-ylcarbamoyl)oxetane N1CCC(CC1)NC(=O)C1COC1